NC=1C=NC(=C(N1)N)Cl 3,5-Diamino-6-chloropyrazine